2-(2-Chlorophenyl)-N-{3-cyano-5-sulfamoyl-4-[4-(trifluoromethyl)-1H-pyrazol-1-yl]phenyl}acetamide ClC1=C(C=CC=C1)CC(=O)NC1=CC(=C(C(=C1)S(N)(=O)=O)N1N=CC(=C1)C(F)(F)F)C#N